N-(3-(3'-chloro-6-methoxy-5-(((((R)-5-oxopyrrolidin-2-yl)methyl)amino)methyl)-[2,4'-bipyridin]-2'-yl)-2-methylphenyl)-5-((((S)-2-hydroxypropyl)amino)methyl)picolinamide ClC=1C(=NC=CC1C1=NC(=C(C=C1)CNC[C@@H]1NC(CC1)=O)OC)C=1C(=C(C=CC1)NC(C1=NC=C(C=C1)CNC[C@H](C)O)=O)C